C(CCCCC)C1CCCC(O1)=O 6-hexylOxan-2-one